CC=1SC(=C(N1)C(=O)OC)C1=CC=CC=C1 Methyl 2-methyl-5-phenylthiazole-4-carboxylate